(E)-3-(3-(hydroxymethyl)-3-methyl-4-oxo-2,3,4,5-tetrahydro-1H-pyrido[2,3-b][1,4]diazepine-8-Yl)-N-methyl-N-((2-methylbenzofuran-3-yl)methyl)acrylamide OCC1(CNC2=C(NC1=O)N=CC(=C2)/C=C/C(=O)N(CC2=C(OC1=C2C=CC=C1)C)C)C